C(=CC=CCCCCCCCC)O DODECANDIEN-1-OL